2-((3-(3-Fluorophenethyl)-4-oxo-3,4-dihydropteridin-2-yl)thio)-N-(4-(4-fluorophenyl)thiazol-2-yl)acetamide FC=1C=C(CCN2C(=NC3=NC=CN=C3C2=O)SCC(=O)NC=2SC=C(N2)C2=CC=C(C=C2)F)C=CC1